NC(CC[C@@H](C(=O)O)NC(=O)OCC1=CC=CC=C1)=O (S)-5-amino-2-(((benzyloxy)carbonyl)amino)-5-oxopentanoic acid